C1(CC1)C(N)C1=NC=CC=C1F 1-cyclopropyl-1-(3-fluoropyridin-2-yl)methanamine